BrC1=CC(=CC2=CC=CC=C12)O 4-bromonaphthalen-2-ol